2-(2-Methylprop-2-enyl)pyridine-3-carboxylic acid methyl ester COC(=O)C=1C(=NC=CC1)CC(=C)C